6-((4-methoxybenzyl)amino)quinazolin COC1=CC=C(CNC=2C=C3C=NC=NC3=CC2)C=C1